(2R,5'S)-5',6-dimethyl-5-oxo-5,6-dihydro-3H-spiro[furo[2,3-c]pyridine-2,3'-pyrrolidine]-1'-carboxylic acid tert-butyl ester C(C)(C)(C)OC(=O)N1C[C@]2(C[C@@H]1C)CC=1C(=CN(C(C1)=O)C)O2